FC(OCCON1C(C2=CC=CC=C2C1=O)=O)(F)F 2-[2-(trifluoromethoxy)ethoxy]-2,3-dihydro-1H-isoindole-1,3-dione